[Cl-].[Cl-].[Cl-].C(C)O[Ti+3] ethyloxytitanium trichloride